N-({4-[(4-chloro-2-methoxy-5-methylphenyl)sulfamoyl]phenyl}methyl)-1H-pyrrolo[3,2-c]pyridine-2-carboxamide ClC1=CC(=C(C=C1C)NS(=O)(=O)C1=CC=C(C=C1)CNC(=O)C1=CC=2C=NC=CC2N1)OC